[1,2,4]oxadiazine O1NC=NC=C1